tert-Butyl (5'S)-2-methoxy-5'-methyl-7H-spiro[furo[2,3-b]pyrazine-6,3'-pyrrolidine]-1'-carboxylate COC=1N=C2C(=NC1)OC1(CN([C@H](C1)C)C(=O)OC(C)(C)C)C2